CC(C)N(C(=O)NC(C(=O)O)CCN(CCCCC1=NC=2NCCCC2C=C1)[C@@H](COCC)C)C(C)C 2-[bis(1-methylethyl)carbamoylamino]-4-[[(1R)-2-ethoxy-1-methyl-ethyl]-[4-(5,6,7,8-tetrahydro-1,8-naphthyridin-2-yl)butyl]amino]butanoic acid